3-(isoxazol-3-yl)propanoic acid O1N=C(C=C1)CCC(=O)O